Z-pyrazol-3-ylamine N1N=C(C=C1)N